N-[(2-chloro-5-methoxyphenyl)sulfonyl]-1-(2,6-difluorobenzyl)-1H-imidazole-4-carboxamide ClC1=C(C=C(C=C1)OC)S(=O)(=O)NC(=O)C=1N=CN(C1)CC1=C(C=CC=C1F)F